2-fluoro-8-methyl-8-(trifluoromethyl)-7,8-dihydro-6H-pyrazolo[1,5-a]pyrrolo[2,3-e]pyrimidine-6-carboxamide FC1=NN2C(N=CC3=C2C(CN3C(=O)N)(C(F)(F)F)C)=C1